1-(4-(5-(2,2,2-trifluoro-1-hydroxy-1-(4-(4-morpholino-7H-pyrrolo[2,3-d]pyrimidin-6-yl)phenyl)ethyl)pyrimidin-2-yl)piperazin-1-yl)prop-2-en-1-one FC(C(C1=CC=C(C=C1)C1=CC2=C(N=CN=C2N2CCOCC2)N1)(O)C=1C=NC(=NC1)N1CCN(CC1)C(C=C)=O)(F)F